N-cyclopropyl-1-{6-[4-(pyrazol-1-yl)-1H-indazol-7-yl]pyridazin-3-yl}pyrrolidin-3-amine C1(CC1)NC1CN(CC1)C=1N=NC(=CC1)C=1C=CC(=C2C=NNC12)N1N=CC=C1